C(C1=CC=CC=C1)OC(N[C@H](C(=O)N(C)OC)C)=O (S)-(1-(methoxy(methyl)amino)-1-oxopropane-2-yl)carbamic acid benzyl ester